(3S)-N-[(4-Carbamimidoylthiophen-2-yl)methyl]-2-{2-[(4-phenoxyphenyl)formamido]acetyl}-2-azaspiro[4.4]nonane-3-carboxamide C(N)(=N)C=1C=C(SC1)CNC(=O)[C@H]1N(CC2(C1)CCCC2)C(CNC(=O)C2=CC=C(C=C2)OC2=CC=CC=C2)=O